N=1C=CN2C1C=CC(=C2)C=2C=C1CCNCC1=CC2 6-(imidazo[1,2-a]pyridin-6-yl)-1,2,3,4-tetrahydroisoquinoline